CC=C[SiH](OC)OC methylvinyl-dimethoxysilane